rac-(2R,3R)-8-(3-((tert-butyldimethylsilyl)oxy)propyl)-8-azaspiro[4.5]-decane-2,3-diol [Si](C)(C)(C(C)(C)C)OCCCN1CCC2(C[C@H]([C@@H](C2)O)O)CC1 |r|